N1C=C(C2=CC=CC=C12)C(C=1SC2=C(N1)C=CC=C2)C2=CNC1=CC=CC=C21 2-(bis(1H-indol-3-yl)methyl)benzo[d]thiazole